FC1=C(C=CC(=C1)F)SCC(=O)N1CCC(CC1)OC=1C=CC=C2C(=NN(C12)C)C1C(NC(CC1)=O)=O 3-(7-((1-(2-((2,4-Difluorophenyl)thio)acetyl)piperidin-4-yl)oxy)-1-methyl-1H-indazol-3-yl)piperidine-2,6-dione